C1(CCCCC1)C(CO)(CO)CCCC 2-cyclohexyl-2-n-butyl-1,3-propandiol